3,7,7-trimethylbicycloheptyl CC1CC(C(CCC1)(C)C)C1CCCCCC1